3-chloro-4-(cyclopropylethynyl)aniline ClC=1C=C(N)C=CC1C#CC1CC1